CC(C(C(C)C)=O)C dimethyl-pentane-3-one